OC=1C(NC=NC1CN1C(N(C(C1)C1=CC=C(C=C1)C#CC1=CC=C(C=C1)CN1CCOCC1)C(C)C)=O)=O 5-Hydroxy-6-((3-isopropyl-4-(4-((4-(morpholinomethyl)phenyl)ethynyl)phenyl)-2-oxoimidazolin-1-yl)methyl)pyrimidin-4(3H)-one